C(CCC)[C@]1(CS(C2=C(N(C1)C1=CC=CC=C1)C=C(C(=C2)O/C=C/C(=O)O)SC)(=O)=O)CC (R)-(E)-3-((3-butyl-3-ethyl-7-(methylsulfanyl)-1,1-dioxido-5-phenyl-2,3,4,5-tetrahydro-1,5-benzothiazepin-8-yl)oxy)acrylic acid